4-(4-(1-(3-Fluorophenyl)azetidine-3-carbonyl)-3,4-dihydro-2H-pyrido[4,3-b][1,4]oxazin-8-yl)benzonitrile FC=1C=C(C=CC1)N1CC(C1)C(=O)N1C2=C(OCC1)C(=CN=C2)C2=CC=C(C#N)C=C2